n-butoxide aluminum [Al+3].[O-]CCCC.[O-]CCCC.[O-]CCCC